5-bromo-1-[2-[tert-butyl(dimethyl)silyl]oxyethyl]spiro[pyrrolo[2,3-b]pyridine-3,4'-tetrahydropyran]-2-one BrC=1C=C2C(=NC1)N(C(C21CCOCC1)=O)CCO[Si](C)(C)C(C)(C)C